4-amino-N'-(cyclopropanecarbonyl)-N-(2-fluoro-4-((tetrahydrofuran-2-yl)ethynyl)benzyl)-N',1-dimethyl-1H-pyrazolo[4,3-c]quinoline-8-carbohydrazide NC1=NC=2C=CC(=CC2C2=C1C=NN2C)C(=O)N(N(C)C(=O)C2CC2)CC2=C(C=C(C=C2)C#CC2OCCC2)F